6-aminohexane NCCCCCC